COCC1(CC1)N(C(=O)C1=NOC2=C1CN(CC2)C(=O)OC(C)(C)C)C tert-butyl 3-((1-(methoxymethyl)cyclopropyl)(methyl)carbamoyl)-6,7-dihydroisoxazolo[4,5-c]pyridine-5(4H)-carboxylate